FC=1C=C(C=C2N=CC=NC12)CNC=1C=NC=CC1O[C@H]1CNCC1 (R)-N-((8-fluoroquinoxalin-6-yl)methyl)-4-(pyrrolidin-3-yloxy)pyridin-3-amine